ethyleneglycol di-methacrylate C(C(=C)C)(=O)OCCOC(C(=C)C)=O